3-methyl-pyrazole-4-carboxamide CC1=NNC=C1C(=O)N